C(C)(C)(C)C=1C=CC2=C(N=C(S2)N)C1N1C2=CC=CC=C2C=2C=CC=CC12 (tert-butyl)-4-(carbazol-9-yl)benzothiazol-2-amine